4-(4-(adamantan-2-yl)-piperazin-1-yl)-2-methoxyphenyl-4-chloro-5-(trifluoromethyl)pyrimidin-2-amine C12C(C3CC(CC(C1)C3)C2)N2CCN(CC2)C2=CC(=C(C=C2)C2=C(C(=NC(=N2)N)Cl)C(F)(F)F)OC